acryl acetate C(C)(=O)OC(=O)C=C